1-(5-((4-(5-fluoroindolin-1-yl)piperidin-1-yl)methyl)-1-oxoisoindolin-2-yl)dihydropyrimidine-2,4(1H,3H)-dione FC=1C=C2CCN(C2=CC1)C1CCN(CC1)CC=1C=C2CN(C(C2=CC1)=O)N1C(NC(CC1)=O)=O